C(C)(=O)N1CCC(CC1)C1=CC(=CC(N1C)=O)N[C@H](C)C1=C(C(=CC=C1)C(F)F)F (R)-6-(1-acetylpiperidin-4-yl)-4-((1-(3-(difluoromethyl)-2-fluorophenyl)ethyl)amino)-1-methylpyridone